Cl.NCC(=O)NCC(=O)OCC Ethyl 2-(2-aminoacetamido)acetate hydrochloride